racemic-(±)-acetoxymethyl (4S,4R)-4-(4-cyano-2-methoxyphenyl)-5-ethoxy-2,8-dimethyl-1,4-dihydro-1,6-naphthyridine-3-carboxylate C(#N)C1=CC(=C(C=C1)[C@@H]1C(=C(NC2=C(C=NC(=C12)OCC)C)C)C(=O)OCOC(C)=O)OC |r|